vinylazacyclooctanone C(=C)N1C(CCCCCC1)=O